N-(3'-(1,1-dioxido-4-oxo-1,2,5-thiadiazolidin-2-yl)-2'-fluoro-4'-hydroxy-[1,1'-biphenyl]-3-yl)cyclopropanesulfonamide O=S1(N(CC(N1)=O)C=1C(=C(C=CC1O)C1=CC(=CC=C1)NS(=O)(=O)C1CC1)F)=O